Bromocoumarin BrC=1C(OC2=CC=CC=C2C1)=O